1,3,5-tris[(3-pyridyl)-penta-3-yl]benzene N1=CC(=CC=C1)CCC(CC)C1=CC(=CC(=C1)C(CC)CCC=1C=NC=CC1)C(CC)CCC=1C=NC=CC1